COCOC1=CC=C(C=C1)C=1N=NN(C1NC(O)=O)C (4-(4-(methoxymethoxy)phenyl)-1-methyl-1H-1,2,3-triazol-5-yl)carbamic acid